21-methyltricosyl eicos-11-enoate C(CCCCCCCCCC=CCCCCCCCC)(=O)OCCCCCCCCCCCCCCCCCCCCC(CC)C